N(=[N+]=[N-])C1C2(CC1)C1=C(CN(S2(=O)=O)CC)C=CC(=C1)Cl azido-7-chloro-3-ethyl-3,4-dihydrospiro[benzo[d][1,2]thiazine-1,1'-cyclobutane]-2,2-dioxide